ClC=1C2=C(N=C(N1)C)N(C=C2)[C@H]2[C@@H]([C@@H]([C@H](O2)[C@@H](C2=CC=C(C=C2)Cl)OC(C2=CC=C(C=C2)C2=CC=CC=C2)=O)O)O [(R)-[(2S,3S,4R,5R)-5-(4-chloro-2-methyl-pyrrolo[2,3-d]pyrimidin-7-yl)-3,4-dihydroxy-tetrahydrofuran-2-yl]-(4-chlorophenyl)methyl]4-phenylbenzoate